FC1=CC=C(C=C1)C1=CC(=C(C=C1)NC(OC(C)(C)C)=O)NC(C1=CC=C(C=C1)S(=O)(=N)C=1C=NC=C(C1)C(C)C)=O tert-butyl N-[4-(4-fluorophenyl)-2-[[4-[(5-isopropyl-3-pyridyl)sulfonimidoyl]benzoyl]amino]phenyl]carbamate